FC(C=1N=C2N(C=CC=C2)C1C(=O)O)F 2-(difluoromethyl)imidazo[1,2-a]pyridine-3-carboxylic acid